FC(COC=1SC=CN1)(F)F 2-(2,2,2-trifluoroethoxy)-1,3-thiazole